C(C)(C)(C)C1=CC(=C(C=C1Cl)C1=CC(C(=C(N1)C)C1=NC=CN=C1)=O)C 6-(4-tert-butyl-5-chloro-2-methyl-phenyl)-2-methyl-3-pyrazin-2-yl-1H-pyridin-4-one